C(CCCCCCCC(=O)[O-])(=O)OCC\C=C/CCCCC O1-[(Z)-non-3-enyl] nonanedioate